fluorobenzenebisamide FC1=C(C(=CC=C1)C(=O)N)C(=O)N